(S)-4-(4-iodobenzyl)-3-methylmorpholine IC1=CC=C(CN2[C@H](COCC2)C)C=C1